C(C1=CC=CC=C1)NC(=O)C=1C=C(C=CC1F)B(O)O 3-(BENZYLCARBAMOYL)-4-FLUOROPHENYLBORONIC ACID